CC(=O)NC1=CC(=C(C=C1)OC)N(CCOC(=O)C)CCOC(=O)C 3-(N,N-diacetoxyethyl)amino-4-methoxyacetanilide